C(C1=CC=CC=C1)N1CC2=C(CC1)N=C(S2)NC(C2=CN=C(C=C2C2=C(C=CC=C2)OC)C)=O N-(5-Benzyl-4,5,6,7-tetrahydrothiazolo[5,4-c]pyridin-2-yl)-4-(2-methoxyphenyl)-6-methylnicotinamide